ClCCCNC1=CC(N(C(N1C)=O)C)=O 6-(3-chloropropylamino)-1,3-dimethyluracil